CC1=C(N)C=CC(=C1)N1CC(CC1)C1=CC=C(C=C1)C(F)(F)F 2-methyl-4-(3-(4-(trifluoromethyl)phenyl)pyrrolidin-1-yl)aniline